4-(4-amino-2,3-dihydro-1H-inden-5-yl)picolinonitrile NC1=C2CCCC2=CC=C1C1=CC(=NC=C1)C#N